C/C(/C=C)=C\C\C=C(\CCC=C(C)C)/C (E,E)-3,7,11-trimethyl-1,3,6,10-dodecatetraene